2,2-bis-(4-hydroxy-3-tert-butylphenyl)-propane OC1=C(C=C(C=C1)C(C)(C)C1=CC(=C(C=C1)O)C(C)(C)C)C(C)(C)C